C(C1CO1)OC1=CC=C(C=C1)C1(C2=CC=CC=C2C=2C=CC=CC12)C1=CC=C(C=C1)OCC1CO1 9,9-Bis(4-glycidyloxyphenyl)fluoren